(R)-5-fluoro-3-(1-(3-(5-(2-hydroxyethyl)pyridazin-3-yl)imidazo[1,2-b]pyridazin-6-yl)pyrrolidin-2-yl)pyridin-2(1H)-one FC=1C=C(C(NC1)=O)[C@@H]1N(CCC1)C=1C=CC=2N(N1)C(=CN2)C=2N=NC=C(C2)CCO